tert-butyl N-[2-({1-[2-cyano-4-(trifluoromethyl) phenyl]-4-[5-fluoro-6-(2-methoxyphenyl) pyridin-3-yl] piperidin-4-yl} carbamoyl) ethyl]-N-methylcarbamate C(#N)C1=C(C=CC(=C1)C(F)(F)F)N1CCC(CC1)(C=1C=NC(=C(C1)F)C1=C(C=CC=C1)OC)NC(=O)CCN(C(OC(C)(C)C)=O)C